tert-Butyl (5'S)-5'-methyl-3H-spiro[furo[3,4-c]pyridine-1,3'-pyrrolidine]-1'-carboxylate C[C@H]1CC2(CN1C(=O)OC(C)(C)C)OCC=1C=NC=CC12